C(=O)(O)C1(CCCCC1)CN1C[C@@H]([C@H](C1)C1=CC(=CC=C1)F)CN1C2CSCC1CC(C2)N2C(=NC1=C2C=CC=C1)C 9-{[(3R,4S)-1-[(1-carboxycyclohexyl)methyl]-4-(3-fluorophenyl)pyrrolidin-3-yl]methyl}-7-(2-methyl-3H-benzimidazol-3-yl)-3-thia-9-azabicyclo[3.3.1]nonane